(1R,3R)-3-((S)-2-(4-(Difluoromethoxy)benzyl)-6-(methoxycarbonyl)-7-methyl-6,7,8,9-tetrahydro-3H-imidazo[4,5-f]chinolin-3-yl)cyclohexan FC(OC1=CC=C(CC=2N(C=3C(=C4CC[C@@H](N(C4=CC3)C(=O)OC)C)N2)C2CCCCC2)C=C1)F